C1(CCCCC1)CC(=O)NC(C(=O)O)CCN(CCCCC1=NC=2NCCCC2C=C1)CCOC1=CC=CC=C1 2-[(2-cyclohexylacetyl)amino]-4-[2-phenoxyethyl-[4-(5,6,7,8-tetrahydro-1,8-naphthyridin-2-yl)butyl]amino]butanoic acid